NC1=CC2=NC3=CC=CC=C3N=C2C=C1N 2,3-Diaminophenazine